S(=O)(=O)([O-])[O-].C(CCCCCCCCCCCCC)[NH+](C)C.C(CCCCCCCCCCCCC)[NH+](C)C tetradecyldimethyl-ammonium sulfate